methyl-3-(4-(diisobutylamino)-3-(3-(p-tolyl)ureido)phenyl)pentanoate COC(CC(CC)C1=CC(=C(C=C1)N(CC(C)C)CC(C)C)NC(=O)NC1=CC=C(C=C1)C)=O